C(C)(=O)C=1C=C(C(N(C1C)CCC)=O)C(=O)O 5-ACETYL-6-METHYL-2-OXO-1-PROPYL-1,2-DIHYDROPYRIDINE-3-CARBOXYLIC ACID